[5-(2,2-difluoroethyl)-3-fluoro-6-methoxy-2-pyridinyl]-7-(oxetan-3-yl)imidazo[1,2-a]pyridine-3-sulfonamide FC(CC=1C=C(C(=NC1OC)C=1N=C2N(C=CC(=C2)C2COC2)C1S(=O)(=O)N)F)F